ClC=1C=CC(=C(C1)N1/C(/SCC1=O)=N/C(=O)NOC(C)C1=CC=C(C=C1)C1=NN(C=N1)C1=CC=C(C=C1)OC(F)(F)F)C(C)C (Z)-1-(3-(5-chloro-2-isopropylphenyl)-4-oxothiazolidine-2-ylidene)-3-(1-(4-(1-(4-(trifluoromethoxy)phenyl)-1H-1,2,4-triazol-3-yl)phenyl)ethoxy)urea